6-chloro-N-[2-fluoro-4-(trifluoromethoxy)phenyl]-1H-indole-3-sulfonamide ClC1=CC=C2C(=CNC2=C1)S(=O)(=O)NC1=C(C=C(C=C1)OC(F)(F)F)F